3-aminobutyl-(dimethylmethoxysilane) NC(CC[Si](OC)(C)C)C